8-acetyl-3,6-dimethyl-2-(2-azaspiro[3.5]non-2-yl)quinazolin-4(3H)-one C(C)(=O)C=1C=C(C=C2C(N(C(=NC12)N1CC2(C1)CCCCC2)C)=O)C